ethyl (R)-2-(1-allyl-6-(1-aminoethyl)-1H-pyrrolo[2,3-b]pyridin-2-yl)-5-methoxy-3-methylimidazo[1,2-a]pyridine-7-carboxylate C(C=C)N1C(=CC=2C1=NC(=CC2)[C@@H](C)N)C=2N=C1N(C(=CC(=C1)C(=O)OCC)OC)C2C